3-((6-nitro-1H-indol-3-yl)methyl)-1H-indole-6-carbonitrile [N+](=O)([O-])C1=CC=C2C(=CNC2=C1)CC1=CNC2=CC(=CC=C12)C#N